ClC=1C=C2C(=CNC2=CC1)S(=O)(=O)NC1=CC=C(C=C1)C#N 5-chloro-N-(4-cyanophenyl)-1H-indole-3-sulfonamide